FC(OC1=CC=C(C=N1)NC(=O)C12OCC(CC1)(CC2)NC(OC(C)(C)C)=O)(F)F tert-butyl (1-((6-(trifluoromethoxy)pyridin-3-yl)carbamoyl)-2-oxabicyclo[2.2.2]octan-4-yl)carbamate